tert-butyl (tert-butoxycarbonyl)(6-(6-chloropyrazin-2-yl)-[1,2,4]triazolo[1,5-a]pyridin-2-yl)carbamate C(C)(C)(C)OC(=O)N(C(OC(C)(C)C)=O)C1=NN2C(C=CC(=C2)C2=NC(=CN=C2)Cl)=N1